tert-Butyl 4-(ethyl(5-fluoro-3-(((4-isopropyl-6-methyl-2-oxo-1,2-dihydropyridin-3-yl)methyl)carbamoyl)-2-methylphenyl)amino)-2,6-trans-dimethylpiperidine-1-carboxylate C(C)N(C1CC(N(C(C1)C)C(=O)OC(C)(C)C)C)C1=C(C(=CC(=C1)F)C(NCC=1C(NC(=CC1C(C)C)C)=O)=O)C